2,9-di(para-anisyl)-1,10-phenanthroline C(C1=CC=C(C=C1)OC)C1=NC2=C3N=C(C=CC3=CC=C2C=C1)CC1=CC=C(C=C1)OC